NC=1N=NC(=CC1N1N=CC(=C1)C=1C(CN(CC1)C(=O)OC(C)(C)C)(F)F)Cl tert-butyl 4-[1-(3-amino-6-chloro-pyridazin-4-yl)pyrazol-4-yl]-3,3-difluoro-2,6-dihydropyridine-1-carboxylate